C(C)(=O)C1=NN(C(C2=CC=CC=C12)=O)C 4-acetyl-2-methyl-phthalazin-1-one